C(C)(C)(C)OC(=O)N1CC(C1)C1=NN(C2=NC=CC(=C21)C#N)C2=CC=C(C=C2)OC(F)(F)F 3-(4-cyano-1-(4-(trifluoromethoxy)phenyl)-1H-pyrazolo[3,4-b]pyridin-3-yl)azetidine-1-carboxylic acid tert-butyl ester